FC1([C@H]2[C@@H](N(C1)C(=O)OCC1=CC=CC=C1)CNC2=O)F (cis)-benzyl 3,3-difluoro-4-oxohexahydropyrrolo[3,4-b]pyrrole-1(2H)-carboxylate